COC1=C(C(=NC(=N1)SC)NC(OC(C)C(C)(C)C)=O)C(F)(F)F tert-butylethyl 6-methoxy-2-methylthio-5-trifluoromethylpyrimidin-4-ylcarbamate